N-((1r,4r)-4-((4-([1,1'-biphenyl]-3-yl)-5-fluoropyrimidin-2-yl)amino)cyclohexyl)-1'-(4-((2,6-dioxopiperidin-3-yl)amino)-2-fluorophenyl)-3'-fluoro-[1,4'-bipiperidine]-4-carboxamide C1(=CC(=CC=C1)C1=NC(=NC=C1F)NC1CCC(CC1)NC(=O)C1CCN(CC1)C1C(CN(CC1)C1=C(C=C(C=C1)NC1C(NC(CC1)=O)=O)F)F)C1=CC=CC=C1